OCC1CCC(NC1)=O 5-(hydroxymethyl)piperidin-2-one